4-(fluoromethyl)-1H-pyrrolo[3,2-c]pyridine FCC1=NC=CC2=C1C=CN2